tert-butyl 8-((2-(2,6-dioxopiperidin-3-yl)-1-oxoisoindolin-4-yl) amino)-8-oxooctanoate O=C1NC(CCC1N1C(C2=CC=CC(=C2C1)NC(CCCCCCC(=O)OC(C)(C)C)=O)=O)=O